5-(7,8-dimethyl-[1,2,4]triazolo[1,5-a]pyridin-6-yl)-6-isopropyl-4H-pyrrolo[3,2-d]thiazole-2-carbaldehyde CC1=C(C=2N(C=C1C1=C(C=3N=C(SC3N1)C=O)C(C)C)N=CN2)C